C(C1=CC=CC=C1)OC1=C(C(=NC(=C1)[C@@H]1CO[C@](C[C@H]1C1=C(C(=C(C=C1)F)F)OC)(C(F)(F)F)C)C)S(=O)(C)=N |o1:14,17,19| (4-(benzyloxy)-6-((3R*,4R*,6R*)-4-(3,4-difluoro-2-methoxyphenyl)-6-methyl-6-(trifluoromethyl)tetrahydro-2H-pyran-3-yl)-2-methylpyridin-3-yl)(imino)(methyl)-λ6-sulfanone